N-((3-methoxypyridin-2-yl)methyl)oxazole-4-carboxamide COC=1C(=NC=CC1)CNC(=O)C=1N=COC1